6-Chloro-3-((4-hydroxy-1-(1-methylcyclopropanecarbonyl)piperidin-4-yl)methyl)-7-phenyl-3H-pyrrolo[2,3-d]pyrimidin-4(7H)-one ClC1=CC2=C(N=CN(C2=O)CC2(CCN(CC2)C(=O)C2(CC2)C)O)N1C1=CC=CC=C1